C1(CCCC1)NC(OC1=CC(=C(C=C1)O)C=1C=NC=C(C1)C1=NN=NN1)=O 3-(5-(1H-tetrazol-5-yl)pyridin-3-yl)-4-hydroxyphenyl cyclopentylcarbamate